CC1=C(C=CC=C1)C=1C=C2C=CNC2=CC1 5-(2-methylphenyl)indole